COC(=O)[C@]12NCC[C@]1(CNC2)CCCB2OC(C(O2)(C)C)(C)C.C(=CCC)[SiH2]C(Cl)Cl butenyl-dichloromethylsilane methyl-(3aS,6aS)-3a-(3-(4,4,5,5-tetramethyl-1,3,2-dioxaborolan-2-yl)propyl)hexahydropyrrolo[3,4-b]pyrrole-6a(1H)-carboxylate